3-chlorophenoxyl-3-((3-methoxy-4-(2-(4-methylpiperidin-1-yl)ethoxy)benzyl)(methyl)amino)propan-2-ol ClC=1C=C(OCC(CN(C)CC2=CC(=C(C=C2)OCCN2CCC(CC2)C)OC)O)C=CC1